NC1=CC(=C2N=CC=NC2=C1)C=1C=NC(=NC1)N1C[C@H](CC1)NC(C1=C(C=CC=C1)F)=O (S)-N-(1-(5-(7-aminoquinoxalin-5-yl)pyrimidin-2-yl)pyrrolidin-3-yl)-2-fluorobenzamide